(1S,4R,5S)-4-((6-chloropyridin-3-yl)methyl)-2-(3-(pyridin-4-yl)-1H-pyrazol-5-yl)-2-azabicyclo[3.1.0]hexan-3-one ClC1=CC=C(C=N1)C[C@H]1C(N([C@H]2C[C@@H]12)C1=CC(=NN1)C1=CC=NC=C1)=O